N-(1-(3-chloro-phenyl)-2-hydroxy-ethyl)-1-(2-((3-(3-(dimethyl-amino)propoxy)-4-methoxy-phenyl)amino)-5-methylpyrimidin-4-yl)-1H-pyrrole-3-carboxamide ClC=1C=C(C=CC1)C(CO)NC(=O)C1=CN(C=C1)C1=NC(=NC=C1C)NC1=CC(=C(C=C1)OC)OCCCN(C)C